3-(6-fluoroquinolin-8-yl)pyridine-2,6-diamine FC=1C=C2C=CC=NC2=C(C1)C=1C(=NC(=CC1)N)N